NC1C2COCC1CC(C2)[N+]2=NOC(=C2)[N-]C(NC2=CC(=CC(=C2)C(F)(F)F)NC(CC2=CC=CC=C2)=O)=O (3-(9-Amino-3-oxabicyclo[3.3.1]nonan-7-yl)-1,2,3-oxadiazol-3-ium-5-yl)((3-(2-phenylacetamido)-5-(trifluoromethyl)phenyl)carbamoyl)amide